1-(3-oxo-3-(3-(trifluoromethyl)-5a,6,8,9-tetrahydropyrido[3',2':4,5]imidazo[1,2-a]pyrazin-7(5H)-yl)propoxy)propan O=C(CCOCCC)N1CC2N(CC1)C1=C(N2)C=C(C=N1)C(F)(F)F